ClC1=C(C=C(OC[C@H]2CN(CCO2)C(=O)OC(C)(C)C)C=C1C(N[C@H](C)C=1C=NC(=NC1)C(F)(F)F)=O)C=1SC(=CN1)C tert-butyl (R)-2-((4-chloro-3-(5-methylthiazol-2-yl)-5-(((R)-1-(2-(trifluoromethyl)pyrimidin-5-yl)ethyl) carbamoyl)phenoxy)methyl)morpholine-4-carboxylate